N1CCC(CC1)C1=CC=C(C=C1)NC=1N=C(C2=C(N1)NC=C2)C=2C=NN(C2)CCC#N 3-(4-(2-((4-(Piperidin-4-yl)phenyl)amino)-7H-pyrrolo[2,3-d]pyrimidin-4-yl)-1H-pyrazol-1-yl)propanenitrile